ClC1=CC=CC2=C1N(C(N2C)=S)C2=CC=C(C=C2)C[C@@H](C(=O)O)NC(C2=C(C=CC=C2F)Cl)=O (S)-3-(4-(7-chloro-3-methyl-2-thioxo-2,3-dihydro-1H-benzo[d]imidazol-1-yl)phenyl)-2-(2-chloro-6-fluorobenzamido)propanoic acid